bis-[3-(benzenesulfonyloxy)-5-methyl-phenyl]urea C1(=CC=CC=C1)S(=O)(=O)OC=1C=C(C=C(C1)C)NC(NC1=CC(=CC(=C1)C)OS(=O)(=O)C1=CC=CC=C1)=O